dimethyl-bis(cyclopentadienyl)zirconium C[Zr](C1C=CC=C1)(C1C=CC=C1)C